Bis(4-hydroxy-3-methyl-phenyl)methan OC1=C(C=C(C=C1)CC1=CC(=C(C=C1)O)C)C